4-methyl-1-nitro-2-((2,2,2-trifluoroethoxy)methyl)benzene CC1=CC(=C(C=C1)[N+](=O)[O-])COCC(F)(F)F